2-[4-[(E)-3-(3-Hydroxyphenyl)prop-2-enoyl]phenoxy]propanoic acid OC=1C=C(C=CC1)/C=C/C(=O)C1=CC=C(OC(C(=O)O)C)C=C1